azocan-5-one N1CCCC(CCC1)=O